Cl.NCCCCCCCCC(=O)OCC Ethyl 9-aminononanoate hydrochloride